C(C)(C)O[Ti](OC(C)C)(OC(C)C)OC(C)C tetra(i-propoxy)titanium